(Z)-2-methyl-4-(2,6,6-trimethyl-1-cyclohex-2-enyl)but-2-enal C/C(/C=O)=C/CC1C(=CCCC1(C)C)C